CN(CC(=O)N1CCC(CC1)NC1=CC=CC2=C1SC(=C2CC(F)(F)F)C#CC)C 3-(7-((1-(dimethylglycyl)piperidin-4-yl)amino)-3-(2,2,2-trifluoroethyl)benzo[b]thiophen-2-yl)prop-2-yn